C[C@H]1N(CCNC1)C1=NC=C(C=N1)C#N 2-[(2R)-2-methylpiperazin-1-yl]pyrimidine-5-carbonitrile